[3-[10-[(6-cyano-2-naphthyl)oxy]decoxycarbonyl]-4-[6-(6-prop-2-enoyloxyhexoxy)naphthalene-2-carbonyl]oxy-phenyl] 6-(6-prop-2-enoyloxyhexoxy)naphthalene-2-carboxylate C(C=C)(=O)OCCCCCCOC=1C=C2C=CC(=CC2=CC1)C(=O)OC1=CC(=C(C=C1)OC(=O)C1=CC2=CC=C(C=C2C=C1)OCCCCCCOC(C=C)=O)C(=O)OCCCCCCCCCCOC1=CC2=CC=C(C=C2C=C1)C#N